2-((1R,2S)-2-isopropyl-5-methylcyclohexyl)-5-(2-methyloctane-2-yl)benzene-1,3-diol C(C)(C)[C@H]1[C@@H](CC(CC1)C)C1=C(C=C(C=C1O)C(C)(CCCCCC)C)O